N-{(1R,6S)-2,2-difluoro-6-[4-(propan-2-yl)piperazin-1-yl]cyclohexyl}-4-methylpiperidine-1-carboxamide FC1([C@@H]([C@H](CCC1)N1CCN(CC1)C(C)C)NC(=O)N1CCC(CC1)C)F